(n-butylamino)-1,3,5-triazine-2,4-dithiol C(CCC)NC1=NC(=NC(=N1)S)S